5-(2-((2R,5S)-2-(2-((Dimethylamino)methyl)benzo[d]thiazol-5-yl)-5-methylpiperidin-1-yl)-2-oxoacetamido)-2-methoxynicotinamide CN(C)CC=1SC2=C(N1)C=C(C=C2)[C@@H]2N(C[C@H](CC2)C)C(C(=O)NC=2C=NC(=C(C(=O)N)C2)OC)=O